O1C=CC=C1 oxaol